4-(aminomethyl)-6-(5-(isoquinolin-8-yl)-1-methyl-1H-pyrazol-4-yl)phthalazin-1(2H)-one NCC1=NNC(C2=CC=C(C=C12)C=1C=NN(C1C=1C=CC=C2C=CN=CC12)C)=O